CS(=O)(=O)N[C@@H]1[C@@H](N(CC1)C(=O)OCC1=CC=CC=C1)CO[C@@H]1CC[C@@H](CC1)C1=CC=CC=C1 benzyl (CIS)-3-(methylsulfonamido)-2-((((CIS)-4-phenylcyclohexyl)oxy)methyl)pyrrolidine-1-carboxylate